Cl.NC1=C(N=CC(=N1)N1CCN(CC1)C(N)=N)C1=C(C(=CC=C1)Cl)Cl 4-(6-amino-5-(2,3-dichlorophenyl)pyrazin-2-yl)piperazine-1-carboximidamide hydrochloride